4-(6-Chloro-4-fluoro-3-pyridyl)-2-(trifluoromethyl)-1H-thiazole ClC1=CC(=C(C=N1)C=1N=C(SC1)C(F)(F)F)F